ClC1=C(OC=2C(=CC=C3C[C@H](C(N(C23)C)=O)NC(=O)N)C)C=CC=C1 ((3R)-8-(2-chlorophenoxy)-1,7-dimethyl-2-oxo-1,2,3,4-tetrahydroquinolin-3-yl)urea